2-(5-chloro-2-methoxy-4-methyl-3-(pyridin-3-yl)phenyl)propanoic acid ClC=1C(=C(C(=C(C1)C(C(=O)O)C)OC)C=1C=NC=CC1)C